bis(2-ethylhexyl)[(4-methyl-1H-1,2,3-benzotriazole-1-yl)methyl]amine C(C)C(CN(CN1N=NC2=C1C=CC=C2C)CC(CCCC)CC)CCCC